(6Z,16Z)-12-((6-(dimethylamino)hexanoyl)oxy)docosa-6,16-dien-11-yl (9Z,12Z)-octadeca-9,12-dienoate C(CCCCCCC\C=C/C\C=C/CCCCC)(=O)OC(CCC\C=C/CCCCC)C(CCC\C=C/CCCCC)OC(CCCCCN(C)C)=O